4-(5-((4-(Aminomethyl)phenoxy)methyl)-2-(trifluoromethyl)oxazolidin-3-yl)-2-(trifluoromethyl)benzonitril NCC1=CC=C(OCC2CN(C(O2)C(F)(F)F)C2=CC(=C(C#N)C=C2)C(F)(F)F)C=C1